N-(6-amino-5-ethylpyridin-3-yl)-2-((2S,5R)-4-isobutyryl-5-methyl-2-(4-(4-methylpiperazin-1-yl)phenyl)piperazin-1-yl)-2-oxoacetamide NC1=C(C=C(C=N1)NC(C(=O)N1[C@H](CN([C@@H](C1)C)C(C(C)C)=O)C1=CC=C(C=C1)N1CCN(CC1)C)=O)CC